ClC=1C=C2C(=CNC2=CC1Cl)C(C(F)F)O (5,6-dichloro-1H-indol-3-yl)-2,2-difluoroethane-1-ol